C1=C(C=CC=2OC3=C(C21)C=CC=C3)C3(CC=C(C=C3)C3=CC=C(C=C3)NC3=CC2=C(OC1=C2C=CC=C1)C=C3)N 4,N4'-bis(dibenzo[b,d]furan-2-yl)-[1,1'-biphenyl]-4,4'-diamine